OC1=CC=C(C=C1)S(=O)(=O)C1=C(C=CC=C1)O 2-(4-hydroxyphenylsulfonyl)phenol